1-[4-[4-[6-Chloro-4-(trifluoromethyl)-2-pyridyl]piperazin-1-yl]sulfonylphenyl]-4-(2-hydroxyethylamino)pyrrolidin-2-one ClC1=CC(=CC(=N1)N1CCN(CC1)S(=O)(=O)C1=CC=C(C=C1)N1C(CC(C1)NCCO)=O)C(F)(F)F